ClC=1C=NC(=C(C(=O)NC2CCC(CC2)CN2C(N(C3=NC=CC=C32)C=3C=C2C(=NC3)NC=C2C)=O)C1)C(F)(F)F 5-chloro-N-((1r,4r)-4-((3-(3-methyl-1H-pyrrolo[2,3-b]pyridin-5-yl)-2-oxo-2,3-dihydro-1H-imidazo[4,5-b]pyridin-1-yl)methyl)cyclohexyl)-2-(trifluoromethyl)nicotinamide